(2-(prop-2-yn-1-yloxy)ethyl)carbamic acid tert-butyl ester C(C)(C)(C)OC(NCCOCC#C)=O